FC1=C(C(=CC=2CCC(CC12)NCCC1COC1)O)N1CC(NS1(=O)=O)=O 5-(1-fluoro-3-hydroxy-7-{[2-(oxetan-3-yl)ethyl]amino}-5,6,7,8-tetrahydronaphthalen-2-yl)-1λ6,2,5-thiadiazolidine-1,1,3-trione